ClC1=C(C=NC=C1)C1=NC=C2NC(N(C2=N1)C1=C(C=CC=C1)C(F)(F)F)=O 2-(4-Chloropyridin-3-yl)-8-oxo-9-(2-(trifluoromethyl)phenyl)-8,9-dihydro-7H-purine